C(C)C1=CC(=C(C(=C1)OC)B(O)O)OC (4-Ethyl-2,6-dimethoxyphenyl)boronic acid